N=1C=CN2C1C=CC=C2COCCC(=O)N2CC1CCC(C2)N1C1=CC=C(C=N1)C#N 6-{3-[3-({imidazo[1,2-a]pyridin-5-yl}methoxy)propanoyl]-3,8-diazabicyclo[3.2.1]octan-8-yl}pyridine-3-carbonitrile